(3aR,5s,6aS)-N-[6-[(3R)-3-fluoropyrrolidin-1-yl]pyridazin-3-yl]-2-(tetrahydropyran-4-ylmethyl)-3,3a,4,5,6,6a-hexahydro-1H-cyclopenta[c]pyrrol-5-amine F[C@H]1CN(CC1)C1=CC=C(N=N1)NC1C[C@@H]2[C@@H](CN(C2)CC2CCOCC2)C1